[Zn].FC1=C(C(=C(C(=C1C=1C2=CC=C(N2)C(=C2C=CC(C(=C3C=CC(=C(C=4C=CC1N4)C4=C(C(=C(C(=C4F)F)F)F)F)N3)C3=C(C(=C(C(=C3F)F)F)F)F)=N2)C2=C(C(=C(C(=C2F)F)F)F)F)F)F)F)F 5,10,15,20-tetra(pentafluorophenyl)porphin zinc